tert-butyl 3-bromo-5-(1-methyl-1H-pyrazol-4-yl)-1H-indole-1-carboxylate BrC1=CN(C2=CC=C(C=C12)C=1C=NN(C1)C)C(=O)OC(C)(C)C